CC(C(=O)C1=CC=CC=C1)C 2-methyl-1-phenylpropan-1-one